N-[4-(2-tert-butoxy-6-chloro-4-pyridinyl)-2-pyridinyl]-2-methyl-pyrimidin-4-amine C(C)(C)(C)OC1=NC(=CC(=C1)C1=CC(=NC=C1)NC1=NC(=NC=C1)C)Cl